ClC=1N=C2C(=NC1)NC=C2C=2N=C(C1=C(N2)N(C=C1)CC(C)C)N[C@@H]1[C@H](C2CCC1CC2)C(=O)OCC (2S,3S)-ethyl 3-((2-(2-chloro-5H-pyrrolo[2,3-b]pyrazin-7-yl)-7-isobutyl-7H-pyrrolo[2,3-d]pyrimidin-4-yl)amino)bicyclo[2.2.2]octane-2-carboxylate